C(CC(=O)[O-])[C@@H](C(=O)[O-])[NH2+]C[C@@H](C(=O)[O-])N The molecule is a tricarboxylic acid dianion obtained by deprotonation of the three carboxy groups and protonation of the secondary amino group of N-[(2S)-2-amino-2-carboxyethyl]-L-glutamic acid. It is the major microspecies at pH 7.3 (according to Marvin v 6.2.0.). It is a conjugate base of a N-[(2S)-2-amino-2-carboxyethyl]-L-glutamic acid.